2-(5-fluoro-2-methylisonicotinoyl)-8,8-dimethyl-7-oxo-2-azaspiro[3.5]non-5-ene-6-carbonitrile FC1=CN=C(C=C1C(=O)N1CC2(C1)C=C(C(C(C2)(C)C)=O)C#N)C